N1CCCC2=C1C=CC=N2 1,2,3,4-tetrahydropyridopyridine